O[C@@H]1C(OC2=CC=CC=C2[C@H]1NC(=O)C=1C=C2[C@H]([C@H](CC2=CC1)C)N1C(NC(CC1=O)(C)C)=N)(C)C (2S,3S)-N-[(3S,4R)-3-hydroxy-2,2-dimethyl-chroman-4-yl]-3-(2-imino-4,4-dimethyl-6-oxo-hexahydropyrimidin-1-yl)-2-methyl-indane-5-carboxamide